FC=1C(=NC(=NC1)N[C@@H]1CC[C@H](CC1)NC(C)=O)C1=CC(=NC=C1)N1C(OCCC1)=O trans-N-(4-((5-fluoro-4-(2-(2-oxo-1,3-oxazinan-3-yl)pyridin-4-yl)pyrimidin-2-yl)amino)cyclohexyl)acetamide